P(O[Si](C)(C)C)(O[Si](C)(C)C)O[Si](C)(C)C tri(trimethylsilyl) phosphite